N1=C(C=CC=C1)C1C(C1)C=O [2-(2-pyridinyl)cyclopropyl]methanone